(2,4-difluoro-6-(2-methoxyethoxy)benzyl)zinc(II) bromide [Br-].FC1=C(C[Zn+])C(=CC(=C1)F)OCCOC